N-(2-carbamoyl-4,6-dichloro-phenyl)-2-(2,2-difluoroethyl)-5-(difluoromethyl)pyrazole-3-carboxamide C(N)(=O)C1=C(C(=CC(=C1)Cl)Cl)NC(=O)C=1N(N=C(C1)C(F)F)CC(F)F